ClC=1C=C2C(=NC1C1=CC=C(C=C1)C1=C(C=CC=C1)O)C(=NN2)CCC(=O)OCC Ethyl 3-(6-chloro-5-(2'-hydroxy-[1,1'-biphenyl]-4-yl)-1H-pyrazolo[4,3-b]pyridin-3-yl)propanoate